C(CCCCCCCCCCCCCCC)OC1=C(C=C(C=C1)N)N 1-hexadecoxy-2,4-diaminobenzene